C1(CC1)CN1CCC1 1-(cyclopropylmethyl)azetidin